ClC=1N=C2C(=NC1C=1C(=NC=C(C1)C)S(=O)(=O)N)N(C(=N2)C2=NC(=CC=C2)OCC)C2=C(C=CC=C2OC)OC (5-chloro-1-(2,6-dimethoxyphenyl)-2-(6-ethoxypyridin-2-yl)-1H-imidazo[4,5-b]pyrazin-6-yl)-5-methylpyridine-2-sulfonamide